C(#N)/C(/C(=O)NC[C@H]1OC([C@H]([C@H]([C@@H]1O)O)O)O)=C/C1=CC2=CC=C(C=C2C=C1)N1CCCCC1 |&1:10| (Z)-2-cyano-3-(6-(piperidin-1-yl)naphthalen-2-yl)-N-(((2R,3S,4S,SR)-3,4,5,6-tetrahydroxytetrahydro-2H-pyran-2-yl)methyl)acrylamide